5-fluorobenzo[d]isoxazole FC=1C=CC2=C(C=NO2)C1